C(C1=CC=CC=C1)OC1=C(C=CC(=C1)F)C1=C(C=C(N=N1)CC1CN(CCC1)C(=O)OC(C)(C)C)C tert-butyl 3-((6-(2-(benzyloxy)-4-fluorophenyl)-5-methylpyridazin-3-yl)methyl)piperidine-1-carboxylate